4-((2-fluorophenyl)ethynyl)-N-(((1s,3s)-3-hydroxy-3-Methylcyclobutyl)methyl)benzamide FC1=C(C=CC=C1)C#CC1=CC=C(C(=O)NCC2CC(C2)(C)O)C=C1